N(C1=CC=CC=C1)C(C(=O)C1=CC=CC=C1)C1=CC=CC=C1 2-anilino-1,2-diphenylethanone